Benzyl (1S,4S,5S)-5-hydroxy-2-azabicyclo[2.2.1]heptane-2-carboxylate O[C@@H]1[C@@H]2CN([C@H](C1)C2)C(=O)OCC2=CC=CC=C2